1-(4-((2,6-diazaspiro[3.3]heptan-2-yl)methyl)-6-methylpyridin-2-yl)-4-(2,3-dihydrobenzo[b][1,4]dioxin-6-yl)-1H-indole C1N(CC12CNC2)CC2=CC(=NC(=C2)C)N2C=CC1=C(C=CC=C21)C2=CC1=C(OCCO1)C=C2